6-chloro-3-((1-(5-morpholino-2-(trifluoromethyl)imidazo[1,2-c]quinazolin-7-yl)ethyl)amino)picolinic acid ClC1=CC=C(C(=N1)C(=O)O)NC(C)C1=CC=CC=2C=3N(C(=NC12)N1CCOCC1)C=C(N3)C(F)(F)F